(S)-2-(2,5-Dimethylfuran-3-carboxamido)-N6-ethyl-N1-(1-(2-(2-adamantylamino)-2-oxoethyl)-2-oxo-1,2-dihydropyridin-3-yl)-5-oxohexandiamid CC=1OC(=CC1C(=O)N[C@H](C(=O)NC=1C(N(C=CC1)CC(=O)NC1C2CC3CC(CC1C3)C2)=O)CCC(C(=O)NCC)=O)C